FC1=CC=C(C=C1)C(N1C[C@@H](N(C[C@H]1C)C1=C2N=CN(C2=NC(=N1)NN)CC1CC1)C)C1=CC=C(C=C1)F 6-((2S,5R)-4-(bis(4-fluorophenyl)methyl)-2,5-dimethylpiperazin-1-yl)-9-(cyclopropylmethyl)-2-hydrazineyl-9H-purine